2-(3-azabicyclo[3.1.0]hexan-3-yl)-8-bromo-3-ethylquinazolin-4(3H)-one C12CN(CC2C1)C1=NC2=C(C=CC=C2C(N1CC)=O)Br